COC(C1=CC=C(C=C1)N1CCN(CC1)CC1=C(CC(CC1)(C)C)C1=C(SC=C1)C(C)C)=O 4-(4-((2-(2-isopropylthiophen-3-yl)-4,4-dimethylcyclohex-1-en-1-yl)methyl)piperazin-1-yl)benzoic acid methyl ester